BrC1=C2CCN(C2=CC=C1)C(=O)C=1N(C2=C(CN(CC2)C(=O)OC(C)(C)C)N1)C tert-butyl 2-(4-bromoindoline-1-carbonyl)-1-methyl-1,4,6,7-tetrahydro-5H-imidazo[4,5-c]pyridine-5-carboxylate